OC1=C(C=O)C(=CC=C1)OC[C@H]1N(CCCC1)CC1=C(N=CC=C1)CCO (S)-2-hydroxy-6-((1-(2-(2-hydroxyethyl)nicotinyl)piperidin-2-yl)methoxy)benzaldehyde